iridium (I) hexafluorophosphate salt F[P-](F)(F)(F)(F)F.[Ir+]